5-chloropyrazolo[4,3-b]pyridin-1-yl-2-methylpropan-2-ol ClC1=CC=C2C(=N1)C=NN2CC(C)(O)C